ClC=1C=C(C=CC1)[C@@H]1[C@H](C1)C(=O)NC1=NC=CC(=C1)NCC=1N=C2N(C=C(C=C2C2CN(C2)C)C2CC2)C1 (1S,2S)-2-(3-chlorophenyl)-N-(4-(((6-cyclopropyl-8-(1-methylazetidin-3-yl)imidazo[1,2-a]pyridin-2-yl)methyl)amino)pyridin-2-yl)cyclopropane-1-carboxamide